BrC1=CN=C2N1C=C(C=C2)NC(C2=CC(=C(C=C2)F)OC)=O N-(3-bromoimidazo[1,2-a]pyridin-6-yl)-4-fluoro-3-methoxy-benzamide